IC=1C=C(C(=O)NC2=CC=C(C=C2)OC(F)(F)F)C=CC1C 3-iodo-4-methyl-N-[4-(trifluoromethoxy)phenyl]benzamide